NC=1C(=NC2=C(C(=C(C=C2C1NC1C2CN(C1C2)C(=O)OC(C)(C)C)CCC#N)Br)F)OC[C@H]2N(CCC2)C tert-butyl (endo)-5-((3-amino-7-bromo-6-(2-cyanoethyl)-8-fluoro-2-(((S)-1-methylpyrrolidin-2-yl)methoxy)quinolin-4-yl)amino)-2-azabicyclo[2.1.1]hexane-2-carboxylate